THIENO[2,3-C]PYRIDAZINE-4(1H)-ONE N1N=CC(C2=C1SC=C2)=O